1-methylbicyclo[2.2.1]heptane-2-yl acetate C(C)(=O)OC1C2(CCC(C1)C2)C